(R)-6-(3-amino-6-(2-fluoro-4-(3-methylmorpholino)phenyl)pyrazin-2-yl)-3,4-dihydroisoquinolin-1(2H)-one NC=1C(=NC(=CN1)C1=C(C=C(C=C1)N1[C@@H](COCC1)C)F)C=1C=C2CCNC(C2=CC1)=O